ethyl 1-(2-(N-methylcyclopropanesulfonamido)thiazol-4-yl)cyclopropane-1-carboxylate CN(S(=O)(=O)C1CC1)C=1SC=C(N1)C1(CC1)C(=O)OCC